N-(3-(4,4-difluorocyclohexyl)-4-(1H-imidazol-1-yl)phenyl)-4-(ethylsulfonamido)-2-(6-azaspiro[2.5]octan-6-yl)benzamide FC1(CCC(CC1)C=1C=C(C=CC1N1C=NC=C1)NC(C1=C(C=C(C=C1)NS(=O)(=O)CC)N1CCC2(CC2)CC1)=O)F